(M)-6-Chloro-4-[(2S,5R)-2,5-dimethyl-4-prop-2-enoyl-piperazin-1-yl]-7-(2-fluoro-3-methyl-phenyl)-1-(2-isopropyl-4-methyl-3-pyridyl)pyrido[2,3-d]pyrimidin-2-one ClC1=CC2=C(N(C(N=C2N2[C@H](CN([C@@H](C2)C)C(C=C)=O)C)=O)C=2C(=NC=CC2C)C(C)C)N=C1C1=C(C(=CC=C1)C)F